OCC1=CC=C(C=N1)C1=CC=C(C=C1)C1CCN(CC1)C(=O)C1=NC=CC(=C1)N1CCCC1 (4-{p-[6-(hydroxymethyl)-3-pyridyl]phenyl}-1-piperidyl)[4-(1-pyrrolidinyl)-2-pyridyl]methanone